ClCCOC1=CC=C(C=C1)C(F)(F)F 1-(2-chloroethoxy)-4-trifluoromethylbenzene